methyl (S)-3-(2-((S)-3-acetamidopyrrolidin-1-yl)-2-oxoethyl)-7-methyl-2-(2-(2-oxopyridin-1(2H)-yl)ethyl)-3,7,8,9-tetrahydro-6H-imidazo[4,5-f]quinoline-6-carboxylate C(C)(=O)N[C@@H]1CN(CC1)C(CN1C(=NC2=C3CC[C@@H](N(C3=CC=C21)C(=O)OC)C)CCN2C(C=CC=C2)=O)=O